FC1([C@](C(N(C1)C)=O)(C1=CC(=NO1)C1=NC(=CC=C1)C1=NC(=NC=C1)SC)O)F (R)-4,4-difluoro-3-hydroxy-1-methyl-3-(3-(6-(2-(methylthio)pyrimidin-4-yl)pyridin-2-yl)isoxazol-5-yl)pyrrolidin-2-one